2-ethylhexyl 3-(((5S,7S)-7-fluoro-5-phenyl-6,7-dihydro-5H-pyrrolo[1,2-b][1,2,4]triazol-2-yl)thio)propanoate F[C@H]1C[C@H](N2N=C(N=C21)SCCC(=O)OCC(CCCC)CC)C2=CC=CC=C2